4-{[(R)-(2-fluorophenyl)(methyl)oxido-λ6-sulfanylidene]amino}-2-[(3R)-3-methylmorpholin-4-yl]-8-(1H-pyrazol-5-yl)-1,7-naphthyridine FC1=C(C=CC=C1)[S@](=O)(C)=NC1=CC(=NC2=C(N=CC=C12)C1=CC=NN1)N1[C@@H](COCC1)C